N'-(tert-butyldimethylsilyl)-3-(2-hydroxypropan-2-yl)benzenesulfonimidamide [Si](C)(C)(C(C)(C)C)N=S(=O)(N)C1=CC(=CC=C1)C(C)(C)O